FC1=CC=C(CN2CCC(CC2)NC(=O)C=2C=NC3=CC=C(C=C3C2NC(C)C)C=2C=NNC2)C=C1 N-(1-(4-fluorobenzyl)piperidin-4-yl)-4-(isopropylamino)-6-(1H-pyrazol-4-yl)quinoline-3-carboxamide